FC=1C=C(C=CC1)C1=CC(=CC=C1)C(C(=O)N1CC2=C(N=C(NC2=O)C2(CC2)C2=CC(=CC=C2)F)CC1)O 6-(2-(3'-fluoro-[1,1'-biphenyl]-3-yl)-2-hydroxyacetyl)-2-(1-(3-fluorophenyl)cyclopropyl)-5,6,7,8-tetrahydropyrido[4,3-d]pyrimidin-4(3H)-one